4,8-dichloro-7,9-dimethylpyrido[3',2':4,5]Furano[3,2-d]Pyrimidine ClC=1C2=C(N=CN1)C1=C(O2)N=C(C(=C1C)Cl)C